tert-butyl ((3S,6S,8R,9aR)-8-methyl-5-oxo-3-(3-(pyridin-3-yl)azetidine-1-carbonyl)octahydro-1H-pyrrolo[1,2-a]azepin-6-yl)carbamate C[C@H]1C[C@@H]2N(C([C@H](C1)NC(OC(C)(C)C)=O)=O)[C@@H](CC2)C(=O)N2CC(C2)C=2C=NC=CC2